bis(3-(trifluoromethyl)phenyl)sulfane FC(C=1C=C(C=CC1)SC1=CC(=CC=C1)C(F)(F)F)(F)F